N[C@@H]1C[C@H](N(C1)C1=C(C=CC(=C1)C=1C=NC=CC1C#N)NC(=O)C1=NN(C(C=C1)=O)C1=C(C=CC=C1F)F)CO N-(2-((2S,4R)-4-amino-2-(hydroxymethyl)pyrrolidin-1-yl)-4-(4-cyanopyridin-3-yl)phenyl)-1-(2,6-difluorophenyl)-6-oxo-1,6-dihydropyridazine-3-carboxamide